3-(3-bromophenyl)-4,4,4-trifluorobutyric acid BrC=1C=C(C=CC1)C(CC(=O)O)C(F)(F)F